C(C=C)[C@H]1N(CCC1)C1=C(C=C(C(=N1)C(=O)O)NC(=O)OC(C)(C)C)C(F)(F)F 6-[(2S)-2-allylpyrrolidin-1-yl]-3-(tert-butoxycarbonylamino)-5-(trifluoromethyl)pyridine-2-carboxylic acid